(S)-2-(4-(((5-fluoro-6-(3-(5-(trifluoromethyl)pyridin-2-yl)morpholino)pyrimidin-4-yl)amino)methyl)piperidin-1-yl)acetamide FC=1C(=NC=NC1N1[C@H](COCC1)C1=NC=C(C=C1)C(F)(F)F)NCC1CCN(CC1)CC(=O)N